ClC1=CC=C2CCC(CC2=C1)N1C(CC(C1)COC1=CC=C(C=C1)S(=O)(=O)C)C 1-[7-chloro-1,2,3,4-tetrahydronaphthalen-2-yl]-4-[(4-methanesulfonylphenoxy)methyl]-2-methylpyrrolidine